2-(3,8-diazabicyclo[3.2.1]oct-8-yl)-N-(1H-indazol-5-yl)-6,7-dihydro-5H-pyrrolo[3,4-d]pyrimidin-4-amine C12CNCC(CC1)N2C=2N=C(C1=C(N2)CNC1)NC=1C=C2C=NNC2=CC1